tert-butyl 2-[(3S)-3-[2-oxo-2-[4-[5-(trifluoromethyl)pyrimidin-2-yl] piperazin-1-yl]ethyl]morpholin-4-yl]acetate O=C(C[C@@H]1N(CCOC1)CC(=O)OC(C)(C)C)N1CCN(CC1)C1=NC=C(C=N1)C(F)(F)F